FC=1C=C(C=CC1B1OC(C(O1)(C)C)(C)C)[C@@H](CC(=O)OC)C methyl (3R)-3-[3-fluoro-4-(4,4,5,5-tetramethyl-1,3,2-dioxaborolan-2-yl)phenyl]butanoate